N-[(3S,4S)-1-(2-fluoroethyl)-3-methyl-4-piperidyl]-6-[3-(5-fluoro-4-mesyl-2-anisidino)-1-propynyl]-1-(2,2,2-trifluoroethyl)-1H-1,3-benzimidazole-4-carboxamide FCCN1C[C@@H]([C@H](CC1)NC(=O)C1=CC(=CC=2N(C=NC21)CC(F)(F)F)C#CCNC=2C(OC)=CC(=C(C2)S(=O)(=O)C)F)C